N=1NN=C(C1)C1=NC=2C(=C3C(=NC2)NC=C3)N1C1CCC(CC1)CC#N 2-((1r,4r)-4-(2-(2H-1,2,3-triazol-4-yl)imidazo[4,5-d]Pyrrolo[2,3-b]Pyridine-1(6H)-yl)cyclohexyl)acetonitrile